Cl.CN1C=C(C2=CC=CC=C12)C(=O)[C@H]1CC2=C(NC=N2)CC1 (-)-5-R-[(1-methyl-1H-indol-3-yl)carbonyl]-4,5,6,7-tetrahydro-1H-benzimidazole monohydrochloride